5-chloro-2-methoxy-N-(4-phenoxyphenyl)benzamide ClC=1C=CC(=C(C(=O)NC2=CC=C(C=C2)OC2=CC=CC=C2)C1)OC